3,5-dibromo-4-hydroxybenzoic acid BrC=1C=C(C(=O)O)C=C(C1O)Br